[Si](C)(C)(C(C)(C)C)ON1C(CC(CC1(C)C)N1C=C(C2=CC=CC=C12)C(C(=O)OC)=O)(C)C methyl 2-(1-{1-[(tert-butyldimethylsilyl)oxy]-2,2,6,6-tetramethylpiperidin-4-yl}indol-3-yl)-2-oxoacetate